tert-butyl 3-methyl-7,8-dihydro-5H-1,6-naphthyridine-6-carboxylate CC=1C=NC=2CCN(CC2C1)C(=O)OC(C)(C)C